COC(=O)C1=C(C=CC=C1C(=O)OC)C=CC1=CC=CC=C1.O[C@@H](C(=O)N1CC=2CN(CC2C1)S(=O)(=O)C1=NC=CC=C1)C1=CC=CC=C1 (R)-2-hydroxy-2-phenyl-1-(5-(pyridin-2-ylsulfonyl)-5,6-dihydropyrrolo[3,4-c]pyrrol-2(1h,3h,4h)-yl)ethanone dimethyl-stilbenedicarboxylate